C1(CC1)C=1C=C(C(=NC1)N1N=C2C(C=NC(=C2)C(F)(F)F)=C1)SCC 2-(5-cyclopropyl-3-ethylsulfanyl-2-pyridyl)-6-(trifluoromethyl)pyrazolo[4,3-c]pyridine